2-(4-bromo-1-methyl-1H-pyrazol-5-yl)-2,3-dihydro-1H-benzo[f]isoindol-1-one BrC=1C=NN(C1N1CC=2C=C3C(=CC2C1=O)C=CC=C3)C